1-bromo-3-(bromomethyl)-5-(trifluoromethyl)benzene BrC1=CC(=CC(=C1)C(F)(F)F)CBr